3-deutero-4-chloro-benzoyl chloride [2H]C=1C=C(C(=O)Cl)C=CC1Cl